N-[1-[3-(5-cyano-2-pyridyl)pyrazin-2-yl]ethyl]-2-cyclopropyl-6-(trifluoromethyl)pyridine-4-carboxamide C(#N)C=1C=CC(=NC1)C=1C(=NC=CN1)C(C)NC(=O)C1=CC(=NC(=C1)C(F)(F)F)C1CC1